BrC=1C=C(OCCCN2[C@@H](C(N(CC2)C)=O)C)C=CC1 (R)-4-[3-(3-bromophenoxy)propyl]-1,3-dimethylpiperazin-2-one